4-methylpentane-2,3-diyl bis(diethylcarbamate) C(C)N(C(OC(C)C(C(C)C)OC(N(CC)CC)=O)=O)CC